(E)-N-(2-((2-(2-aminobenzooxazol-6-yl)-4H-benzopyran-4-ylidene)amino)phenyl)-3-methylaminopropionamide NC=1OC2=C(N1)C=CC(=C2)C=2OC1=C(\C(\C2)=N\C2=C(C=CC=C2)NC(CCNC)=O)C=CC=C1